3-(tert-butyl)-4-hydroxybenzene C(C)(C)(C)C=1C=CC=CC1O